FC1=C(C#N)C=CC(=C1)N1CCN(CC1)CCCC=1NC(C2=C(C=CC=C2C1)F)=O 2-fluoro-4-(4-(3-(8-fluoro-1-oxo-1,2-dihydroisoquinolin-3-yl)propyl)piperazin-1-yl)benzonitrile